CN(C)CC1CN(CCC1(O)C1=CC(=CC=C1)OC([2H])([2H])[2H])S(=O)(=O)CC1=CC=C(C=C1)F 3-((dimethylamino)methyl)-1-((4-fluorobenzyl)sulfonyl)-4-(3-(methoxy-d3)phenyl)piperidin-4-ol